FC1=CC(=C(C=C1)C1=CC(=NC=C1)C=1OC2=C(N1)C=C(C=C2C(F)(F)F)CO)C2=NN=CN2C (2-{4-[4-Fluoro-2-(4-methyl-1,2,4-triazol-3-yl)phenyl]pyridin-2-yl}-7-(trifluoromethyl)-1,3-benzoxazol-5-yl)methanol